FC1=CC=C(C=C1)S(=O)(=O)N1C=C(C2=CC=CC=C12)/C=C/C(=O)C1=CC=CC=C1 (E)-3-(1-((4-fluorophenyl)sulfonyl)-1H-indol-3-yl)-1-phenylprop-2-en-1-one